C(C)(C)(C)OC(NC1=C(SC=C1Br)Br)=O (2,4-Dibromothiophen-3-yl)carbamic acid tert-butyl ester